(2R,4aR)-10-bromo-11-chloro-9-fluoro-2-methyl-5-oxo-1,2,4,4a,5,6-hexahydro-3H-pyrazino[1',2':4,5]pyrazino[2,3-c]quinoline-3-carboxylic acid tert-butyl ester C(C)(C)(C)OC(=O)N1C[C@H]2N(C3=C(C=NC=4C(=C(C(=CC34)Cl)Br)F)NC2=O)C[C@H]1C